ClC1=CN=C2C(=N1)NC(=C2)C2(CC2)C(F)(F)F 3-chloro-6-[1-(trifluoromethyl)cyclopropyl]-5H-pyrrolo[2,3-b]pyrazine